(4S)-4-(2-methylpropyl)-pyrrolidine CC(C[C@H]1CCNC1)C